6-acetyl-2-(3-((1S,2R)-2-(4-methyl-4H-1,2,4-triazol-3-yl)cyclopropyl)phenyl)-4-(trifluoromethyl)isoindolin-1-one C(C)(=O)C1=CC(=C2CN(C(C2=C1)=O)C1=CC(=CC=C1)[C@@H]1[C@@H](C1)C1=NN=CN1C)C(F)(F)F